N-(dibutylphenyl)urea C(CCC)C=1C(=C(C=CC1)NC(=O)N)CCCC